(S)-4-(1-aminoethyl)phenol hydrochloride Cl.N[C@@H](C)C1=CC=C(C=C1)O